Cl.FC=1C(=C(N)C(=C(C1)F)C)C 3,5-difluoro-2,6-dimethylaniline hydrochloride